NC1=NC=C(C2=C1C(=C(N2C)C2=CC=C(C=C2)NC(C(=C)F)=O)C2=CC(=C(C=C2)C(=O)NCC(F)(F)F)Cl)C#CC 3-[4-amino-3-(3-chloro-4-{[(2,2,2-trifluoroethyl)amino]carbonyl}phenyl)-2-{4-[(2-fluoro-1-oxoprop-2-enyl)amino]phenyl}-1-methylpyrrolo[3,2-c]pyridin-7-yl]prop-2-yn